C(CCC)OC1=CC=C(C=C1)CC(NO)=N 2-(4-butoxyphenyl)-N-hydroxyacetimidamide